Cl.FC1=C(C=CC(=C1)F)CC=1C=C2C(=NC1)C(CN2C(CN2[C@H](CN[C@@H](C2)C)CN2C[C@@H](CC2)F)=O)(C)C 1-{6-[(2,4-Difluorophenyl)methyl]-3,3-dimethyl-1H,2H,3H-pyrrolo[3,2-b]pyridin-1-yl}-2-[(2R,5R)-2-{[(3R)-3-fluoropyrrolidin-1-yl]methyl}-5-methylpiperazin-1-yl]ethan-1-one hydrochloride